C(=O)(O)C(CC=1C=C(C=CC1)CN(CC1=CC(=CC=C1)CC(C(=O)O)(F)[C@@H]1CNCC1)CC=1C=C(C=CC1)CC(C(=O)O)([C@@H]1CNCC1)F)([C@@H]1CNCC1)F 3-[3-({Bis[(3-{2-carboxy-2-fluoro-2-[(3S)-pyrrolidin-3-yl]ethyl}phenyl)methyl]amino}methyl)phenyl]-2-fluoro-2-[(3S)-pyrrolidin-3-yl]propanoic acid